NC1(CCN(CC1)C=1N=CC(=NC1)SC=1C(=C(C=CC1)NC(=O)C=1C(N(C=C(C1O)C#CC1=CC(=CC=C1)Cl)C)=C=O)Cl)C N-(3-((5-(4-amino-4-methylpiperidin-1-yl)pyrazin-2-yl)thio)-2-chlorophenyl)-5-((3-chlorophenyl)ethynyl)-4-hydroxy-1-methyl-2-carbonyl-1,2-dihydropyridine-3-carboxamide